N-(2-methyl-1-((6-methyl-pyridin-2-yl)oxy)propan-2-yl)-2-(1-methyl-pyrrolidin-2-yl)acetamide CC(COC1=NC(=CC=C1)C)(C)NC(CC1N(CCC1)C)=O